C(CC)Br n-Propylbromid